3-(1-oxo-5-(((s)-1-((2-(2-oxopyrrolidin-1-yl)quinolin-6-yl)methyl)pyrrolidin-3-yl)oxy)isoindolin-2-yl)piperidine-2,6-dione, acetic acid salt C(C)(=O)O.O=C1N(CC2=CC(=CC=C12)O[C@@H]1CN(CC1)CC=1C=C2C=CC(=NC2=CC1)N1C(CCC1)=O)C1C(NC(CC1)=O)=O